tert-butyl (R)-(3,5-dichloro-4-((4-chloro-5-(methyl-d3)-6,7-dihydro-5H-cyclopenta[d]pyridazin-1-yl)oxy)phenyl)carbamate ClC=1C=C(C=C(C1OC1=NN=C(C2=C1CC[C@H]2C([2H])([2H])[2H])Cl)Cl)NC(OC(C)(C)C)=O